C1(CCCCC1)COC=1C=C(C=NC1)C1(CCOCC1)C(=O)N[C@@H](C)C1=CC=C(C(=O)OC)C=C1 Methyl 4-[(1S)-1-[[4-[5-(cyclohexylmethoxy)-3-pyridyl]tetrahydropyran-4-carbonyl]amino]ethyl]benzoate